2-(4-cyclopropyl-6-((1-methylpiperidin-3-yl)amino)pyridazin-3-yl)-5-ethynylphenol C1(CC1)C1=C(N=NC(=C1)NC1CN(CCC1)C)C1=C(C=C(C=C1)C#C)O